(S)-tert-butyl 5-(2-amino-1H-imidazol-1-yl)-2-((tert-butoxycarbonyl)amino)pentanoate NC=1N(C=CN1)CCC[C@@H](C(=O)OC(C)(C)C)NC(=O)OC(C)(C)C